4-((3-aminobenzyl)amino)phenyl sulfurofluoridate S(OC1=CC=C(C=C1)NCC1=CC(=CC=C1)N)(=O)(=O)F